N[Si](C1=CC=CC=C1)(C1=CC=CC=C1)N diaminodiphenylsilane